ClC1=C(C=CC=C1NC(=O)C=1N(C2=C(CN(CC2)C)N1)C)C1=C(C(=CC=C1)C1=NC(=C(C=C1)CN1CCC(CC1)C#N)OC)Cl N-(2,2'-dichloro-3'-(5-((4-cyanopiperidin-1-yl)methyl)-6-methoxypyridin-2-yl)-[1,1'-biphenyl]-3-yl)-1,5-dimethyl-4,5,6,7-tetrahydro-1H-imidazo[4,5-c]pyridine-2-carboxamide